C(C(=C)C)(=O)OC(C)CCCC 2-hexyl methacrylate